1-[3-[(1S)-1-hydroxyethyl]-6-[6-[[6-(2-oxa-6-azaspiro[3.3]heptan-6-ylmethyl)pyridazin-3-yl]amino]pyrazolo[1,5-a]pyridin-3-yl]pyridin-2-yl]-5-methylpyrazole-3-carbonitrile O[C@@H](C)C=1C(=NC(=CC1)C=1C=NN2C1C=CC(=C2)NC=2N=NC(=CC2)CN2CC1(COC1)C2)N2N=C(C=C2C)C#N